ClC1=C(C=CC=C1C1=NC=2N(C(N(C(C2N1C)=O)C[C@H]1NC(CC1)=O)=O)C)C1=C(C(=CC=C1)C1=NC=2N(C(N(C(C2N1C)=O)C[C@H]1NC(CC1)=O)=O)C)Cl 8,8'-(2,2'-dichloro-[1,1'-biphenyl]-3,3'-diyl)bis(3,7-dimethyl-1-(((S)-5-oxopyrrolidin-2-yl)methyl)-3,7-dihydro-1H-purine-2,6-dione)